FC=1C=2N(C=C(C1)NC(=O)C1=CC=C(C3=CN(N=C13)C)N1CCC(CC1)N(C(OC(C)(C)C)=O)CC1=NC=CC=C1)C=C(N2)C tert-butyl N-{1-[7-({8-fluoro-2-methylimidazo[1,2-a]pyridin-6-yl}carbamoyl)-2-methylindazol-4-yl]piperidin-4-yl}-N-(pyridin-2-ylmethyl)carbamate